C(C(C)(C)C)N(C1=CC=CC=C1)C1=CC=CC=C1 N-neopentyl-diphenylamine